(R)-3-(3-cyano-4-fluorophenyl)-1-(8,9-difluoro-6-oxo-1,4,5,6-tetrahydro-2H-pyrano[3,4-c]isoquinolin-1-yl)-1-methylurea C(#N)C=1C=C(C=CC1F)NC(N(C)[C@H]1COCC=2NC(C=3C=C(C(=CC3C21)F)F)=O)=O